C1(=CC=CC=C1)[C@@H]1NCCC[C@@H]1N (2S,3S)-2-phenylpiperidin-3-amine